(4,5-dihydroxy-9,10-dioxo-9,10-dihydroanthracene-2-carbonyl)methionine ethyl ester C(C)OC([C@@H](NC(=O)C1=CC=2C(C3=CC=CC(=C3C(C2C(=C1)O)=O)O)=O)CCSC)=O